cupric chloride, dihydrate O.O.[Cu](Cl)Cl